2-[2-(4-bromothiazol-2-yl)sulfanylethyl]malononitrile BrC=1N=C(SC1)SCCC(C#N)C#N